(3R)-1-methylpyrrolidin-3-ol CN1C[C@@H](CC1)O